9,10-DIHYDRO-9-OXA-10-PHOSPHAPHENANTHREN C1=CC=CC=2C3=CC=CC=C3OPC12